COC=1C=C2CCN(C(C2=CC1OC)CCC1=CNC2=CC(=CC=C12)C)C=O 6,7-dimethoxy-1-(2-(6-methyl-1H-indol-3-yl)eth-yl)-3,4-dihydroisoquinoline-2(1H)-formaldehyde